7-oxo-2,7-dihydro-4H-[1,2,3]triazolo[4,5-b]pyridin O=C1C=2C(NC=C1)=NNN2